ClC1=NC=C2NC(N(C2=N1)CC1=CC=C(C=C1)N1N=C(C=C1C)C(C)(C)O)=O 2-chloro-9-([4-[3-(2-hydroxypropan-2-yl)-5-methylpyrazol-1-yl]phenyl]methyl)-7H-purin-8-one